rac-N-((4R,5S)-7-ethyl-3-methyl-6-oxo-1-phenyl-4-(3-(vinylsulfonamido)phenyl)-4,5,6,7-tetrahydro-1H-pyrazolo[3,4-b]pyridin-5-yl)-3-(trifluoromethyl)benzamide C(C)N1C2=C([C@H]([C@@H](C1=O)NC(C1=CC(=CC=C1)C(F)(F)F)=O)C1=CC(=CC=C1)NS(=O)(=O)C=C)C(=NN2C2=CC=CC=C2)C |r|